N-(5-(3-(2,2-dimethylpyrrolidin-1-yl)propanamido)-2-methyl-pyridin-3-yl)-2-(1-methyl-1H-pyrazol-5-yl)pyrazolo[5,1-b]thiazole-7-carboxamide CC1(N(CCC1)CCC(=O)NC=1C=C(C(=NC1)C)NC(=O)C=1C=NN2C1SC(=C2)C2=CC=NN2C)C